4'-(4-propyl-cyclohexyl)-biphenyl-4-amine C(CC)C1CCC(CC1)C1=CC=C(C=C1)C1=CC=C(C=C1)N